CC1=C(C(=O)NC2(CC2)C2=C3C=CC=NC3=CC(=C2)C=2SC(=CC2)CN2CCOCC2)C=C(C=C1)OC[C@H]1N(CC1)C (S)-2-Methyl-5-((1-methylazetidin-2-yl)methoxy)-N-(1-(7-(5-(morpholinomethyl)thiophen-2-yl)quinolin-5-yl)cyclopropyl)benzamide